CC(C(=O)OCC1=CC(=CC(=C1)Br)Br)C (3,5-dibromophenyl)methyl 2-methylpropanoate